O1C(=NC=C1)C=1C=C(C=NC1)C=1C=C(C=CC1OC(F)(F)F)N(C(O)=O)C1CCC(CC1)C.BrC1=CC=C(C=C1)[C@@H]1CCCNC1 (S)-5-(4-bromophenyl)piperidine 3-(5-(oxazol-2-yl)pyridin-3-yl)-4-(trifluoromethoxy)phenyl-(4-methylcyclohexyl)carbamate